N-(Cyano(phenyl)methyl)-1-(2-((4-fluorophenyl)amino)-5-methylpyridin-4-yl)-1H-imidazole-4-carboxamide C(#N)C(NC(=O)C=1N=CN(C1)C1=CC(=NC=C1C)NC1=CC=C(C=C1)F)C1=CC=CC=C1